hafnium tetra(dimethylamide) C[N-]C.C[N-]C.C[N-]C.C[N-]C.[Hf+4]